5-xylyl methacrylate C(C(=C)C)(=O)OC=1C=C(C(=CC1)C)C